3-(4-fluoro-6-(hydroxymethyl)-1-oxoisoindolin-2-yl)-1-(hydroxymethyl)piperidine-2,6-dione FC1=C2CN(C(C2=CC(=C1)CO)=O)C1C(N(C(CC1)=O)CO)=O